BrC=1C=CC(=C(C1)C(C(=O)O)N1C(C=C(C(=C1)CCN1CC(C1)F)C(F)(F)F)=O)F (5-bromo-2-fluorophenyl)({5-[2-(3-fluoroazetidin-1-yl)ethyl]-2-oxo-4-(trifluoromethyl)pyridin-1-yl})acetic acid